2-ethyl-5,7-dimethyl-3-((6'-(2-trityl-2H-tetrazol-5-yl)-2'',3'',4'',5''-tetrahydro-[1,1':3',1''-terphenyl]-4-yl)methyl)-3H-imidazo[4,5-b]pyridine C(C)C1=NC=2C(=NC(=CC2C)C)N1CC1=CC=C(C=C1)C1=CC(=CC=C1C=1N=NN(N1)C(C1=CC=CC=C1)(C1=CC=CC=C1)C1=CC=CC=C1)C=1CCCCC1